1,1-dimethoxy-N,N-dimethyl-ethylamine COC(C)(OC)N(C)C